benzyl-3-(3,4,5-trimethoxyphenyl)-1H-pyrazole-5-carboxamide C(C1=CC=CC=C1)N1N=C(C=C1C(=O)N)C1=CC(=C(C(=C1)OC)OC)OC